4-[2-Chloro-5-(5-oxo-4,5-dihydro-1,3,4-oxadiazol-2-yl)phenyl]piperazine-1-carboxylic acid tert-butyl ester C(C)(C)(C)OC(=O)N1CCN(CC1)C1=C(C=CC(=C1)C=1OC(NN1)=O)Cl